(3-diethylaminopropyl)triethoxysilane C(C)N(CCC[Si](OCC)(OCC)OCC)CC